C(#N)N1C2C(CC1CC2)NC(=O)C=2C=C1CCN(C1=CC2)C2=CC(=CC=C2)C2CC2 endo-N-(7-cyano-7-azabicyclo[2.2.1]heptan-2-yl)-1-(3-cyclopropylphenyl)-2,3-dihydro-1H-indole-5-carboxamide